7-[3-hydroxy-2-(3-hydroxy-1-octenyl)-5-oxocyclopentyl]-5-heptenoic acid OC1C(C(C(C1)=O)CC=CCCCC(=O)O)C=CC(CCCCC)O